NC=1C=C(C=C2C=C(N=CC12)NC(=O)[C@@H]1[C@H]([C@H]1C)CC#N)C=1C=NC=CC1C |r| (±)-(1S*,2S*,3R*)-N-(8-Amino-6-(4-methylpyridin-3-yl)isoquinolin-3-yl)-2-(cyanomethyl)-3-methylcyclopropanecarboxamide